BrC=1C=C(C(=C(N[C@H](C([2H])([2H])[2H])C2=C(C=C(C=C2)Cl)Cl)C1)[N+](=O)[O-])C (R)-5-bromo-N-(1-(2,4-dichlorophenyl)ethyl-2,2,2-d3)-3-methyl-2-nitroaniline